2-(3-Bromo-5-cyano-2-hydroxyphenyl)pyridin BrC=1C(=C(C=C(C1)C#N)C1=NC=CC=C1)O